2,4,6-Trimethylbenzene-1-sulfonic acid CC1=C(C(=CC(=C1)C)C)S(=O)(=O)O